ClC1=CC(=C(C=C1Cl)CN1CCC(CC1)(C(=O)O)CO)O 1-[(4,5-dichloro-2-hydroxyphenyl)methyl]-4-(hydroxymethyl)piperidine-4-carboxylic acid